COC(=O)C12CC(C1)(C2)N2C(N1[C@@H](CN(CC1)C(=O)[O-])C2)=O (R)-2-(3-(methoxycarbonyl)bicyclo[1.1.1]Pentan-1-yl)-3-oxohexahydroimidazo[1,5-a]pyrazine-7(1H)-carboxylate